COC1=CC=C(C=N1)NC1=NC(=NC=C1C(F)(F)F)NC1=CC(=C(C(=C1)OC)OC)OC N4-(6-Methoxypyridin-3-yl)-5-(trifluoromethyl)-N2-(3,4,5-trimethoxyphenyl)pyrimidine-2,4-diamine